4-(3-Isopropyl-2-methyl-3H-thieno[2,3-d]imidazol-5-yl)-5-methoxy-N-(5-(1-methylpiperidin-4-yl)pyridin-2-yl)pyrimidin-2-amine C(C)(C)N1C(=NC2=C1SC(=C2)C2=NC(=NC=C2OC)NC2=NC=C(C=C2)C2CCN(CC2)C)C